(S)-4-(2-((1,3-dimethyl-1H-pyrazol-5-yl)sulfonyl)-2-azaspiro[3.4]oct-6-yl)morpholine CN1N=C(C=C1S(=O)(=O)N1CC2(C1)C[C@H](CC2)N2CCOCC2)C